cyanoethoxydiisopropylaminophosphinyl-(±)-2-(aminomethyl)-1,3-propanediol C(#N)CCOC(C(CO)CN)(O)P(=O)N(C(C)C)C(C)C